6-(3-aminoazetidin-1-yl)-N-(4-chloro-2,5-difluoro-phenyl)pyrido[3,2-d]pyrimidin-4-amine NC1CN(C1)C=1C=CC=2N=CN=C(C2N1)NC1=C(C=C(C(=C1)F)Cl)F